Cl.CN1C2=C(C=3C=CC=CC13)CNCC2 5-methyl-2,3,4,5-tetrahydro-1H-pyrido[4,3-b]indole hydrochloride